4-[(3-chloro-4-fluoro-phenyl)amino]-6-{1-[2-(2-oxopyrrolidin-1-yl)ethyl]-piperidin-4-yloxy}-7-methoxy-quinazoline ClC=1C=C(C=CC1F)NC1=NC=NC2=CC(=C(C=C12)OC1CCN(CC1)CCN1C(CCC1)=O)OC